N-[[5-[[2-(2-adamantyl)acetyl]amino]-1H-benzimidazol-2-yl]methyl]carbamic acid tert-butyl ester C(C)(C)(C)OC(NCC1=NC2=C(N1)C=CC(=C2)NC(CC2C1CC3CC(CC2C3)C1)=O)=O